(1S*,2S*)-2-(4-chlorothiophen-2-yl)-N-methoxy-N-methylcyclopropane-1-carboxamide ClC=1C=C(SC1)[C@@H]1[C@H](C1)C(=O)N(C)OC |o1:6,7|